rac-tert-butyl (cis)-3-hydroxy-4-methoxy-3-methylpiperidine-1-carboxylate O[C@]1(CN(CC[C@H]1OC)C(=O)OC(C)(C)C)C |r|